[4-(bromomethyl)phenyl]methanesulfonyl chloride BrCC1=CC=C(C=C1)CS(=O)(=O)Cl